S1C(=CC=C1)C1=CC=2C=NC=3N(C4=CC=CC=C4C3)C2N=C1 3-(thiophene-2-yl)pyrido[3',2':5,6]pyrimido[1,2-a]indole